NC1=CC=C(C=C1)S(=O)(=O)NC(C)(CCO[Si](C)(C)C(C)(C)C)C 4-amino-N-(4-((tert-butyldimethylsilyl)oxy)-2-methylbutan-2-yl)benzenesulfonamide